NC1=C(C(=NN1C(C)C)C(=O)NC1=NC=CC(=C1)NC(CC1=CC=C(C=C1)Cl)=O)C(=O)N 5-amino-N3-(4-(2-(4-chlorophenyl)acetamido)pyridin-2-yl)-1-isopropyl-1H-pyrazole-3,4-dicarboxamide